C(C)N(C[C@H](C[C@@H](C(C)C)N1CC2(C1)CN(CC2)C=2N=CN=NC2OC2=C(C(=O)N(C(C)C)CC)C=C(C=C2)F)O)CC 2-((5-(2-((3S,5S)-6-(diethylamino)-5-hydroxy-2-methylhex-3-yl)-2,6-diazaspiro[3.4]oct-6-yl)-1,2,4-triazin-6-yl)oxy)-N-ethyl-5-fluoro-N-isopropylbenzamide